COC=1C(=CC(=NC1C)NC(C=C)=O)\C=C\[C@@H]1CC[C@H](CC1)C(F)(F)F N-(5-methoxy-6-methyl-4-((E)-2-(trans-4-(trifluoromethyl)cyclohexyl)vinyl)pyridin-2-yl)acrylamide